(3aR,11aS)-5-(3-(benzyloxy)propyl)-6,10-dimethyl-1-(6-methyl-4-(trifluoromethyl)pyridin-2-yl)-1,3a,4,5,10,11a-hexahydro-2H-benzo[b]pyrrolo[2,3-f][1,4]diazocine-2,11(3H)-dione C(C1=CC=CC=C1)OCCCN1C2=C(N(C([C@@H]3[C@@H](C1)CC(N3C3=NC(=CC(=C3)C(F)(F)F)C)=O)=O)C)C=CC=C2C